C(CCCCC)C1CC=2N(C3=C(C=CC=C3C2CC1)C(=O)O)CC1=CC(=CC=C1)O 2-hexyl-9-[(3-hydroxyphenyl)methyl]-2,3,4,9-tetrahydro-1H-carbazole-8-carboxylic acid